ethyl 6-(hydroxymethyl)imidazo[1,2-a]pyridine-2-carboxylate OCC=1C=CC=2N(C1)C=C(N2)C(=O)OCC